1-octylnonyl 8-({2-[(tert-butyl)bis(methyl)siloxy]ethyl}[2-hydroxy-7-(1-octylnonyloxy carbonyl)heptyl]amino)-7-hydroxyoctanoate C(C)(C)(C)[Si](OCCN(CC(CCCCCC(=O)OC(CCCCCCCC)CCCCCCCC)O)CC(CCCCCC(=O)OC(CCCCCCCC)CCCCCCCC)O)(C)C